C(C)N1CCC(CC1)N1CCN(CC1)C1CCN(CC1)C1=C(C=NC2=CC=C(C=C12)SC)S(=O)(=O)C1=CC=C(C=C1)OCCCCCCCCCCCCCCCCCC 4-(4-(4-(1-ethylpiperidin-4-yl)piperazin-1-yl)piperidin-1-yl)-6-(methylthio)-3-((4-(octadecyloxy)phenyl)sulfonyl)quinoline